FC=1C=C(CC2=CC(=NC=C2)N2N=C(C=C2C(=O)O)C(=O)OC)C=C(C1)C(F)(F)F 1-(4-(3-fluoro-5-(trifluoromethyl)benzyl)pyridin-2-yl)-3-(methoxycarbonyl)-1H-pyrazole-5-carboxylic acid